C(\C=C/C(=O)O)(=O)O.ClC=1C=CC2=C(N(C3=C(CC2)C=CC=C3)CCCCN(C/C=C/C(CCC3=CC=CC=C3)=O)C)C1 (E)-6-[4-(3-chloro-10,11-dihydro-5H-dibenzo[b,f]azepin-5-yl)butyl-methyl-amino]-1-phenyl-hex-4-en-3-one maleate